Cl.NCC=1C=C(CNC(OC(C)(C)C)=O)C=CC1 tert-butyl (3-(aminomethyl)benzyl)carbamate hydrochloride